CC1=CC=C(C=C1)S(=O)(=O)[O-].C(CCC)O[N+]1=C(C=C(C=C1C)C)C 1-butoxy-2,4,6-trimethylpyridin-1-ium 4-methylbenzenesulfonate